1-(4-methylphenyl)-3-methylimidazolin CC1=CC=C(C=C1)N1CN(CC1)C